N-methyl-3-piperidinecarboxylic acid CN1CC(CCC1)C(=O)O